BrC1=CC=C(C=C1)[C@@H]1N(CC(N[C@@H]1C1=CC=C(C=C1)Br)=O)C(=O)OC(C)(C)C 1,1-dimethylethyl (2S,3R)-2,3-bis(4-bromophenyl)-5-oxo-1-piperazinecarboxylate